potassium t-pentylate CCC(C)(C)[O-].[K+]